N-(4-(2-(4-methoxyphenyl)but-3-yn-2-yl)thiazol-2-yl)acetamide COC1=CC=C(C=C1)C(C)(C#C)C=1N=C(SC1)NC(C)=O